FC1=C(C=CC=C1)N1C2=CC=CC=C2C=2C=CC=CC12 9-(2-fluorophenyl)-9H-carbazole